CN1N=CC(=C1)C1=CC=C2C(=N1)C(=CS2)C=2CCN(CC2)C(=O)OC(C)(C)C tert-butyl 4-(5-(1-methyl-1H-pyrazol-4-yl)thieno[3,2-b]pyridin-3-yl)-3,6-dihydropyridine-1(2H)-carboxylate